3-[2-(dimethylamino)ethyl]-1-methylindol-4-ol CN(CCC1=CN(C=2C=CC=C(C12)O)C)C